BrC1=C(C#N)C(=CC(=C1)CC(C)C)F 2-bromo-6-fluoro-4-isobutylbenzonitrile